4,7-dibromo-3-methyl-1-((2-(trimethylsilyl)ethoxy)methyl)-1H-indole BrC1=C2C(=CN(C2=C(C=C1)Br)COCC[Si](C)(C)C)C